ethylene-13C [13CH2]=C